C(C)(C)(C)C1CCC(CC1)(O)C=CCO 4-(tert-butyl)-1-(3-hydroxyprop-1-en-1-yl)cyclohexan-1-ol